N1=C(C=CC=C1C=1C(=O)NC(C1)=O)C=1C(=O)NC(C1)=O pyridine-2,6-diylbismaleimide